C(C)(C)OC(C(C)(C)OC(C=CC)=O)=O.FC1=C(C=CC(=C1)C(C)(C)O)NC(CN1N=CC(=C1)C1=CC=2N(C=C1)N=CN2)=O N-[2-Fluoro-4-(2-hydroxypropan-2-yl)phenyl]-2-[4-([1,2,4]triazolo[1,5-a]pyridin-7-yl)pyrazol-1-yl]acetamide Isopropyl-α-2-Butenoyloxyisobutyrate